C1(CC1)C1=C(C(=NO1)C1=C(C=CC=C1Cl)Cl)CO[C@H]1[C@@H]2C(N([C@H](C1)C2)C=2C=CC(=NC2)C(=O)NS(=O)(=O)C2CCOCC2)=O 5-[(1S,4R,5R)-5-{[5-cyclopropyl-3-(2,6-dichlorophenyl)-1,2-oxazol-4-yl]methoxy}-3-oxo-2-azabicyclo[2.2.1]heptan-2-yl]-N-(oxane-4-sulfonyl)pyridine-2-carboxamide